1,2,5,6-O-tetranonanoyl-sorbitol C(CCCCCCCC)(=O)C(O)[C@](O)([C@@H](O)[C@H](O)[C@](O)(COC(CCCCCCCC)=O)C(CCCCCCCC)=O)C(CCCCCCCC)=O